(S)-2-[(4-aminopentyl)ethylamino]ethanol N[C@H](CCCN(CCO)CC)C